tert-butyl 3-((methylamino)methyl)piperidine-1-carboxylate CNCC1CN(CCC1)C(=O)OC(C)(C)C